(S)-3-(1-Acryloylpyrrolidin-3-yl)-7-amino-1-(4-(4-fluorophenoxy)phenyl)-1,5-dihydro-4H-pyrazolo[3,4-d]pyridazin-4-on C(C=C)(=O)N1C[C@H](CC1)C1=NN(C=2C(=NNC(C21)=O)N)C2=CC=C(C=C2)OC2=CC=C(C=C2)F